1-(2-(3-((6-Fluoro-4-(hydroxymethyl)-1H-indol-5-yl)oxy)phenyl)-1H-imidazol-5-yl)-1-phenylethan-1-ol FC1=C(C(=C2C=CNC2=C1)CO)OC=1C=C(C=CC1)C=1NC(=CN1)C(C)(O)C1=CC=CC=C1